methoxy-2'-methoxyacetophenone COCC(=O)C1=C(C=CC=C1)OC